FC1=CC=CC2=C1NC(=N2)C2=NCCC1=C2N=CN1 4-(7-fluoro-1H-benzo[d]imidazol-2-yl)-6,7-dihydro-1H-imidazo[4,5-c]pyridin